BrC1=CC=C(C=C1)\C(=C(\F)/P(C1=CC=CC=C1)(C1=CC=CC=C1)=O)\CC(C1=CC=CC=C1)O (Z)-(2-(4-bromophenyl)-1-fluoro-4-hydroxy-4-phenylbut-1-en-1-yl)diphenyl-phosphine oxide